(S)-1-(2-methylpiperidin-1-yl)-2-phenylethan-1-one C[C@@H]1N(CCCC1)C(CC1=CC=CC=C1)=O